C1(=CC=CC=C1)P(OC(C(=CC(C)(C)C)C1=CC(=CC=C1)OC)=C1SCCCS1)(=O)C1=CC=CC=C1 1-(1,3-Dithian-2-ylidene)-2-(3-methoxyphenyl)-4,4-DIMETHYLPENT-2-en-1-yl diphenylphosphinate